BrC1=CC=2C[C@H]3[C@H](O3)C2C=C1 (1ar,6as)-4-bromo-1a,6a-dihydro-6H-indeno[1,2-b]oxirane